C(C1=CC=CC=C1)C1=NC(=NN1)C(=O)N[C@@H]1C(N(C2=C(OC1)C=CC(=C2)C#CC(C(=O)OC)(C)C)C)=O methyl (S)-4-(3-(5-benzyl-1H-1,2,4-triazole-3-carboxamido)-5-methyl-4-oxo-2,3,4,5-tetrahydrobenzo[b][1,4]oxazepin-7-yl)-2,2-dimethylbut-3-ynoate